3-diethylamino-6-methyl-7-n-octylanilinofluorane C(C)N(C(CC)CCC(C(C)N(C1=CC=CC=C1)F)C)CC